6-chloro-2-(pyridin-2-yl)pyrimidin-4-amine ClC1=CC(=NC(=N1)C1=NC=CC=C1)N